3-(difluoromethyl)-1-methyl-1H-pyrazol-4-carboxamid FC(C1=NN(C=C1C(=O)N)C)F